NC(CCN(C(O)=O)CCCCCCCC(C)(C)N)(C)C (3-amino-3-methylbutyl)(8-amino-8-methylnonyl)carbamic acid